ClC=1CC(C(CC1)C(=O)OCC(C)C)C(=O)OCC(C)C diisobutyl 4-chloro-4-cyclohexene-1,2-dicarboxylate